tert-butyl (S)-(1-(2-cyano-3-(3,5-difluorophenyl)-5-formylpyridin-4-yl)-3-methylpyrrolidin-3-yl)carbamate C(#N)C1=NC=C(C(=C1C1=CC(=CC(=C1)F)F)N1C[C@@](CC1)(C)NC(OC(C)(C)C)=O)C=O